3-(hexadecyloxy)propane C(CCCCCCCCCCCCCCC)OCCC